C(CC=C)N(C)CC=1C(=CC(NC1)=O)I 5-((but-3-en-1-yl(methyl)amino)methyl)-4-iodopyridin-2(1H)-one